1-(6-Ethyl-2,6-dimethylcyclohex-1,3-dien-1-yl)ethan-1-one C(C)C1(CC=CC(=C1C(C)=O)C)C